BrC=1C=C(CNC(OC(C)(C)C)=O)C=CC1C(=O)N1CC2=CC=CC=C2C[C@H]1C tert-Butyl (3-bromo-4-{[(3R)-3-methyl-3,4-dihydroisoquinolin-2(1H)-yl]carbonyl}benzyl)carbamate